N1=CC(=CC=C1)CNC(=O)N[C@H](C(=O)N(CC=1SC=CC1)CC=1SC=CC1)CCCC (2S)-2-{[(pyridin-3-ylmethyl)carbamoyl]amino}-N,N-bis(2-thienylmethyl)hexanamide